C(C)(C)(C)C1CC12NCCN(C2)C2=C(C=NC=C2C(F)(F)F)N tert-Butyl-7-(3-amino-5-(trifluoromethyl)pyridin-4-yl)-4,7-diazaspiro[2.5]octane